NC(CCN)[SiH](O[Si](C)(C)C)C 1,3-diaminopropyl-tetramethyl-disiloxane